((R)-8-Amino-3-(trifluoromethyl)-7,8-dihydro-1,6-naphthyridin-6(5H)-yl)((1S,3R)-1-isopropyl-3-(((3S,4S)-3-methoxytetrahydro-2H-pyran-4-yl)amino)cyclopentyl)methanone N[C@@H]1CN(CC=2C=C(C=NC12)C(F)(F)F)C(=O)[C@@]1(C[C@@H](CC1)N[C@@H]1[C@@H](COCC1)OC)C(C)C